Cl.[C@@H]1(CC[C@@H]2CCC[C@H]12)N (1S,3aS,6aS)-octahydropentalen-1-amine hydrochloride